P(=O)(OCCN(C)CC1=C(C=CC(=C1)N)CO)(OCC[N+](C)(C)C)[O-] 2-((5-amino-2-(hydroxymethyl)benzyl)(methyl)amino)ethyl (2-(trimethylammonio)ethyl) phosphate